FC(C1=CN=CC(=N1)OC1CC2(CN(C2)C(=O)OC(C)(C)C)C1)(F)F Tert-Butyl 6-[6-(trifluoromethyl)pyrazin-2-yl]oxy-2-azaspiro[3.3]heptane-2-carboxylate